OCC(C)NC(N)=O 3-(1-hydroxypropan-2-yl)urea